C(CCCCC\C=C/CCCCCCCC)C1OC(CN(C1)CCOC(CCCN(C)C)=O)CCCCCC(=O)OC(CCCCCCCC)CCCCCCCC 1-octylnonyl 6-{6-[(Z)-7-hexadecenyl]-4-{2-[4-(dimethylamino)butyroxy]ethyl}-2-morpholinyl}hexanoate